tert-butyl (4-(5-(pyridin-4-yl)isoxazol-3-yl)phenyl)carbamate N1=CC=C(C=C1)C1=CC(=NO1)C1=CC=C(C=C1)NC(OC(C)(C)C)=O